OCCNC(C(C(C)C)(C(C)C)C)=O N-(2-hydroxyethyl)-2,3-dimethyl-2-isopropyl-butyramide